COC1=CC=C(C=C1)C1=NC2=CC=CC=C2C(=C1)NCCCN(C(C)=O)CCCN N-(3-(2-(4-Methoxyphenyl)quinolin-4-ylamino)propyl)-N-(3-aminopropyl)acetamide